N(=[N+]=[N-])CC=1C(=NC=CC1NC(OC(C)(C)C)=O)C=1C=NC(=CC1OC)C1CC1 tert-Butyl [3-(azidomethyl)-6'-cyclopropyl-4'-methoxy[2,3'-bipyridin]-4-yl]carbamate